N(=[N+]=[N-])C=1C=C(C(C(=O)NCCCCNC(CI)=O)=CC1)O 1-[p-azidosalicylamido]-4-[iodoacetamido]butane